N-(5-cyclopropyl-7-(difluoromethoxy)-1-(prop-2-yn-1-yl)-1H-indazol-3-yl)-4-fluorobenzamide C1(CC1)C=1C=C2C(=NN(C2=C(C1)OC(F)F)CC#C)NC(C1=CC=C(C=C1)F)=O